CC=1C(=NC(=CC1C(=O)OC1(CCOC2=CC(=CC=C12)OCC1=CC=CC=C1)C1=CC=C(C=C1)Br)O[C@H]1CN([C@@H](CC1)C)C(=O)C1=C(C=CC=C1)N1N=CC=N1)C 7-(benzyloxy)-4-(4-bromophenyl)chroman-4-ol methyl-2-methyl-6-{[(3R,6R)-6-methyl-1-{[2-(2H-1,2,3-triazol-2-yl)phenyl]carbonyl}piperidin-3-yl]oxy}pyridine-4-carboxylate